C(C)S(=O)(=O)C1=C(N=C(N1C)OCC(F)(F)F)NC(OC(C)(C)C)=O tert-butyl N-[5-ethylsulfonyl-1-methyl-2-(2,2,2-trifluoroethoxy)imidazol-4-yl]carbamate